oxathiahexadiene-4-one S=CCC(C=C)=O